(3-chloro-4-(2-fluoro-4-hydroxy-3-isopropylbenzyl)-5-methylphenyl)glycine ClC=1C=C(C=C(C1CC1=C(C(=C(C=C1)O)C(C)C)F)C)NCC(=O)O